FC(CN1CCC(CC1)(C(=O)NC=1N=CC2=CC=C(C=C2C1)C1=CN=NN1C)F)(C)F 1-(2,2-difluoropropyl)-4-fluoro-N-(6-(1-methyl-1H-1,2,3-triazol-5-yl)isoquinolin-3-yl)piperidine-4-carboxamide